N-[6-(5-chloro-2-fluorophenyl)-3-methylpyridazin-4-yl]-7-[2-(4-methylpiperazin-1-yl)-ethoxy]quinolin-4-amine ClC=1C=CC(=C(C1)C1=CC(=C(N=N1)C)NC1=CC=NC2=CC(=CC=C12)OCCN1CCN(CC1)C)F